C(C1=CC=CC=C1)OC1=C(C(=O)N2CC3=CC=CC(=C3C2)N[C@H]2CC(N(C2)C)=O)C(=CC(=C1)O)O (S)-4-((2-(2-(benzyloxy)-4,6-dihydroxybenzoyl)isoindolin-4-yl)amino)-1-methylpyrrolidin-2-one